1-trimethylsilyl-indenyl-lithium C[Si](C1C(=CC2=CC=CC=C12)[Li])(C)C